CN(C=1C=C2C=NC(=NC2=CC1)N1C=CC(C=C1)=O)C1CCNCC1 1-(6-(methyl(piperidin-4-yl)amino)quinazolin-2-yl)pyridin-4(1H)-one